C(CC)OC(C)OCCC 1,1-dipropoxyethane